N-(2-difluoromethoxyphenylmethyl)-N'-(2-pyridylmethyl)-N-(5,6,7,8-tetrahydro-8-quinolinyl)-1,4-xylylenediamine FC(OC1=C(C=CC=C1)CN(CC1=CC=C(C=C1)CNCC1=NC=CC=C1)C1CCCC=2C=CC=NC12)F